FC1=C(C=CC(=C1)OC1=NN(C=C1)C=1C=NC(=NC1)OC)NC1=NC=NC2=CC(=C(C=C12)N[C@@H]1CN(CC1)C(C=C)=O)OC (S)-1-(3-((4-((2-fluoro-4-((1-(2-methoxypyrimidin-5-yl)-1H-pyrazol-3-yl)oxy)phenyl)amino)-7-methoxyquinazolin-6-yl)amino)pyrrolidin-1-yl)prop-2-en-1-one